BrC=1C(=NN(C1)CCF)C1=NC=C(C=C1)F 2-(4-bromo-1-(2-fluoroethyl)-1H-pyrazol-3-yl)-5-fluoropyridine